ClC=1C=C2C(=CC1)NC(C21CCN(CC1)CCOC1=CC=C(C=C1)N(S(=O)(=O)C)C)=O N-[4-(2-{5-chloro-2-oxo-1,2-dihydrospiro[indole-3,4'-piperidin]-1'-yl}ethoxy)phenyl]-N-methylmethanesulfonamide